C(C)(C)(C)P(C1(C(=C(C=CC1OC)OC)C1=CC=C(C=C1C(C)C)C(C)C)C(C)C)C(C)(C)C 2-Di-tert-butylphosphino-3,6-dimethoxy-2,4',6'-triisopropyl-1,1'-biphenyl